(1s,3s)-3-((6-(5-(((5-butyl-6-chloropyridazin-3-yl)amino)methyl)-1-methyl-1H-1,2,3-triazol-4-yl)-2-methylpyridin-3-yl)oxy)cyclohexane-1-carboxylic acid methyl ester COC(=O)[C@@H]1C[C@H](CCC1)OC=1C(=NC(=CC1)C=1N=NN(C1CNC=1N=NC(=C(C1)CCCC)Cl)C)C